FC(C(=O)O)(F)F.N1(CCNCC1)CC(=O)N 2-(piperazin-1-yl)acetamide trifluoroacetate